(3,5-difluorophenyl)methanol tert-butyl-2-(2-(3-amino-4-(4-hydroxypiperidin-1-yl)benzamido)-5-fluorophenyl)acetate C(C)(C)(C)C(C(=O)OCC1=CC(=CC(=C1)F)F)C1=C(C=CC(=C1)F)NC(C1=CC(=C(C=C1)N1CCC(CC1)O)N)=O